C(#N)C=1C(=CC(=NC1)NC(=O)C1=CN(C=2C1=NC(=C(C2)C2=CC=NN2C)C=O)C)NCCOC N-(5-cyano-4-((2-methoxyethyl)amino)pyridin-2-yl)-5-formyl-6-(1-methyl-1H-pyrazole-5-yl)-1-methyl-1H-pyrrolo[3,2-b]pyridine-3-carboxamide